OCC=1C=C(C(=O)OC)C=C(C1)OC methyl 3-(hydroxymethyl)-5-methoxy-benzoate